S1C(=CC=C1)\C=C\1/OC2=C(C1=O)C=CC(=C2)O (Z)-2-(thiophen-2-ylmethylene)-6-hydroxybenzofuran-3(2H)-one